3-chloro-8,9-dihydropyrido[3',2':4,5]pyrrolo[1,2-a]pyrazin ClC1=CC=2C=C3N(CCN=C3)C2N=C1